5-[2-[(3-aminophenyl)sulfonylamino]-6-(2,6-dimethylphenyl)pyrimidin-4-yl]oxy-1-benzyl-6,6-dimethyl-piperidine-3-carboxylic acid NC=1C=C(C=CC1)S(=O)(=O)NC1=NC(=CC(=N1)OC1CC(CN(C1(C)C)CC1=CC=CC=C1)C(=O)O)C1=C(C=CC=C1C)C